C(C)C=1C=C(C(=C(C1)O)B1OC(C(O1)(C)C)(C)C)C 5-ethyl-3-methyl-2-(4,4,5,5-tetramethyl-1,3,2-dioxaborolan-2-yl)phenol